CN(CCN(C1=C(C=C(C=C1)NC1=NC=C(C(=N1)C1=CNC2=CC=CC(=C12)F)C(F)(F)F)NC(C)=O)C)C N-(2-((2-(dimethylamino)ethyl)(methyl)amino)-5-((4-(4-fluoro-1H-indol-3-yl)-5-(trifluoromethyl)pyrimidin-2-yl)amino)phenyl)acetamide